(S)-N-(3-((4-(4-aminopyrimidin-2-yl)-1,3-dimethyl-1H-pyrazol-5-yl)oxy)butyl)-6'-chloro-5-((4,4-difluoropiperidin-1-yl)methyl)-3-fluoro-[2,3'-bipyridin]-4'-amine NC1=NC(=NC=C1)C=1C(=NN(C1O[C@H](CCNC1=C(C=NC(=C1)Cl)C1=NC=C(C=C1F)CN1CCC(CC1)(F)F)C)C)C